N-(4-((6-(4-amino-2-fluorophenoxy)-7-methoxyquinolin-4-yl)oxy)-3-fluorophenyl)-N-(4-fluorophenyl)cyclopropane-1,1-dicarboxamide NC1=CC(=C(OC=2C=C3C(=CC=NC3=CC2OC)OC2=C(C=C(C=C2)N(C(=O)C2(CC2)C(=O)N)C2=CC=C(C=C2)F)F)C=C1)F